S(=O)(=O)(C1=CC=C(C)C=C1)N1N=CC2=CC=CC=C12 1-tosyl-1H-indazole